[OH-].C[N+](CC(C)O)(C)C N,N,N-trimethyl-N-2-hydroxypropyl-ammonium hydroxide